5-((2-(diethylamino)ethyl)thio)-N,N-diethyl-4H-1,2,4-triazol-3-amine C(C)N(CCSC=1NC(=NN1)N(CC)CC)CC